C1=CC=CC=2C3=CC=CC=C3C(C12)COC(=O)N[C@H](C(=O)O)[C@@H](C)O (2S,3R)-2-((((9H-fluoren-9-yl)methoxy)carbonyl)amino)-3-hydroxybutanoic acid